FC(CC(CN)N)(C)F 4,4-difluoropentane-1,2-diamine